C1(=CC(=CC=C1)C=1C=CC2=C(C1)C=1N=CN=C(C1O2)C2=CC(=CC=C2)C2=CC=CC1=C2SC2=C1C=CC=C2)C2=CC=CC=C2 8-(1,1'-biphenyl-3-yl)-4-[3-(dibenzothiophen-4-yl)phenyl]-[1]benzofuro[3,2-d]pyrimidine